tert-butyl 5-(2-ethoxyvinyl)-4-(((7S)-7-(4-(methoxycarbonyl)phenyl)-1-oxa-8-azaspiro[4.5]decan-8-yl)methyl)-7-methyl-1H-indole-1-carboxylate C(C)OC=CC=1C(=C2C=CN(C2=C(C1)C)C(=O)OC(C)(C)C)CN1[C@@H](CC2(CCCO2)CC1)C1=CC=C(C=C1)C(=O)OC